ClC=1C(=NC(=NC1)NC1CCOCC1)C1=CC=C2CN(C(C2=C1)=O)CC(=O)N1CCC(CC1)C1CC1 6-{5-chloro-2-[(oxacyclohex-4-yl)amino]pyrimidin-4-yl}-2-[2-(4-cyclopropylpiperidin-1-yl)-2-oxoethyl]-2,3-dihydro-1H-isoindol-1-one